2-[4-(trifluoromethyl)anilino]Pyridine-3-carbonitrile FC(C1=CC=C(NC2=NC=CC=C2C#N)C=C1)(F)F